C[P+](O[C@@H](COC1=CC=CC=C1)CC)=O methyl-(oxo){[(2R)-1-phenoxy-2-butaneyl]oxy}phosphonium